C(C)C=1C(=CC=C2C=C(C=C(C12)N1CC=2N=C(N=C(C2CC1)O)N1CC(C1)(C)NC(OCC1=CC=CC=C1)=O)OCOC)F benzyl (1-(7-(8-ethyl-7-fluoro-3-(methoxymethoxy)naphthalen-1-yl)-4-hydroxy-5,6,7,8-tetrahydropyrido[3,4-d]pyrimidin-2-yl)-3-methylazetidin-3-yl)carbamate